C(CCCCCCCCCCCCCCCCC)(=O)O.C(CCCCCCC\C=C/CCCCCCCC)(=O)O.OCC(O)CO.OCC(O)CO.OCC(O)CO triglycerol monooleate monostearate